4-(furan-2-yl)benzo[g]quinoline-2,5,10(1H)-trione O1C(=CC=C1)C1=CC(NC=2C(C3=C(C(C12)=O)C=CC=C3)=O)=O